(R)-4-methyl-5-((5-morpholino-2-nitrophenyl)amino)pentan-1-ol C[C@H](CCCO)CNC1=C(C=CC(=C1)N1CCOCC1)[N+](=O)[O-]